(Z)-2-(3,3-Difluoropyrrolidin-1-yl)-4-(1-fluoro-2-(4-phenoxy-2-(2,9-diazaspiro[5.5]undecan-2-yl)-3-(trifluoromethyl)phenyl)vinyl)thiazole FC1(CN(CC1)C=1SC=C(N1)/C(=C/C1=C(C(=C(C=C1)OC1=CC=CC=C1)C(F)(F)F)N1CC2(CCC1)CCNCC2)/F)F